(1R,4R)-4-((1-((6-chloropyridin-3-yl)amino)isoquinolin-6-yl)oxy)cyclohexan-1-ol ClC1=CC=C(C=N1)NC1=NC=CC2=CC(=CC=C12)OC1CCC(CC1)O